C(C)(C)(C)OC(=O)N[C@@H]1CN(CC1)C=1C=C(C(=O)NCC(=O)O)C=CC1NC(=O)C=1NC(=C(C1Cl)Cl)C (S)-(3-(3-((tert-butoxycarbonyl)amino)pyrrolidin-1-yl)-4-(3,4-dichloro-5-methyl-1H-pyrrole-2-carboxamido)benzoyl)glycine